C(C)OC(CC(=C(C(=O)OCC)C)C)[C@@H](C)[C@H]1CC[C@H]2[C@@H]3CCC4CC=CC([C@]4(C)[C@H]3CC[C@]12C)=O 22,26-diethoxyergosta-2,24-diene-1,26-dione